O1CC=C(C=C1)C(C(=O)N)C 2H-pyran-4-yl-propionamide